Ethyl (S)-3-((tert-butoxycarbonyl)amino)-3-(5-cyclopropyl-4-fluoro-2'-methyl-6'-(((trifluoromethyl)sulfonyl)oxy)-[1,1'-biphenyl]-3-yl)propanoate C(C)(C)(C)OC(=O)N[C@@H](CC(=O)OCC)C=1C=C(C=C(C1F)C1CC1)C1=C(C=CC=C1OS(=O)(=O)C(F)(F)F)C